[C@H]12CN(C[C@H](CC1)N2)C=2C1=C(N=C(N2)OCC23CCCN3CCC2)SC(=N1)OC1=CC(=CC2=CC=CC(=C12)F)O 4-({7-[(1R,5S)-3,8-diazabicyclo[3.2.1]octan-3-yl]-5-[(tetrahydro-1H-pyrrolizin-7a(5H)-yl)methoxy][1,3]thiazolo[5,4-d]pyrimidin-2-yl}oxy)-5-fluoronaphthalen-2-ol